N1(C=CC=2C1=CN=CC2)CCC(=O)N2CCN(CC2)C(C(C)NC(C(C2=CC=CC=C2)N)=O)=O N-(1-(4-(3-(1H-pyrrolo[2,3-c]pyridin-1-yl)propanoyl)piperazin-1-yl)-1-oxopropan-2-yl)-2-amino-2-phenylacetamide